Acetylpyrene CC(=O)C1=C2C=CC3=CC=CC4=C3C2=C(C=C4)C=C1